dimethyl methyl phosphate P(=O)(OC)(OC)OC